C(C)(C)(C)S(=O)(=O)N (R)-(+)-tert-butylsulfonamide